C1=CC=CC=2C3=CC=CC=C3C(C12)COC(=O)NC(C(=O)O)CC1=CC=C(C=C1)B(O)O 2-((((9H-fluoren-9-yl)methoxy)carbonyl)amino)-3-(4-boronophenyl)propanoic acid